[Br-].C(C)OC(=O)C(CCCCCCCCCC[P+](C1=CC=CC=C1)(C1=CC=CC=C1)C1=CC=CC=C1)C(C)=O (11-(ethoxycarbonyl)-12-oxotridecyl)triphenylphosphonium bromide